CN1N=C(C2=CC(=CC=C12)C=1C(=NN2C1N=C(C=C2NCC2=CC=C(C=C2)S(=O)(=O)C)C)C)C 3-(1,3-dimethyl-1H-indazol-5-yl)-2,5-dimethyl-N-(4-(methylsulfonyl)benzyl)pyrazolo[1,5-a]pyrimidin-7-amine